tert-butyl 3-(8-fluoro-7-(7-fluoro-3-(methoxymethoxy)-8-((triisopropylsilyl) ethynyl) naphthalen-1-yl)-2-(2-hydroxyethoxy) quinazolin-4-yl)-3,8-diazabicyclo[3.2.1]octane-8-carboxylate FC=1C(=CC=C2C(=NC(=NC12)OCCO)N1CC2CCC(C1)N2C(=O)OC(C)(C)C)C2=CC(=CC1=CC=C(C(=C21)C#C[Si](C(C)C)(C(C)C)C(C)C)F)OCOC